FC(N1N=C(N=N1)[C@H](N1CCN(CC1)C(=O)C1=NC=CC(=C1)C=1OC2=C(N1)C=C(C=C2)NC(=O)C2CC2)C2=CC=CC=C2)F |r| (R/S)-N-(2-(2-(4-((2-(difluoromethyl)-2H-tetrazol-5-yl)(phenyl)methyl)piperazine-1-carbonyl)pyridin-4-yl)benzo[d]oxazol-5-yl)cyclopropanecarboxamide